C(C)(C)N1C=C(C=2C1=CN=CC2)C2=CC(=NC=C2)NCC2CCNCC2 4-(1-isopropyl-1H-pyrrolo[2,3-c]pyridin-3-yl)-N-(piperidin-4-ylmethyl)pyridin-2-amine